ClC=1C=C(C=C(C1F)F)C(O)(C=1N(C(=CN1)C)COCC[Si](C)(C)C)C1=CC(=C(C(=C1)F)F)Cl bis(3-chloro-4,5-difluorophenyl)(5-methyl-1-((2-(trimethylsilyl)ethoxy)methyl)-1H-imidazol-2-yl)methanol